ClC=1C(=CC=C2C=CC(=NC12)NC1=C(C=C(C=C1)C(C)NC1=NC=C(C=N1)C=O)F)C 2-((1-(4-((8-chloro-7-methylquinolin-2-yl)amino)-3-fluorophenyl)ethyl)amino)pyrimidine-5-carbaldehyde